NC1=C2N(C(N(C2=NC=N1)[C@@H]1CN(CC1)CC#CC)=O)C1=CC=C(C=C1)OC1=CC=CC=C1 (S)-6-amino-9-(1-(but-2-ynyl)pyrrolidin-3-yl)-7-(4-phenoxyphenyl)-7H-purin-8(9H)-one